C1(CCCCC1)P(CCP(C1CCCCC1)C1CCCCC1)C1CCCCC1 1,2-bis(dicyclohexylphosphino)-ethane